7-chloro-8-ethyl-10-(2-(neopentyloxy)ethyl)benzo[g]pteridine-2,4(3H,10H)-dione ClC=1C(=CC2=C(N=C3C(NC(N=C3N2CCOCC(C)(C)C)=O)=O)C1)CC